hydroxyl-(hydroxymethyl-phenyl-phosphinic acid) OC1=C(C=CC=C1)P(O)(=O)CO